methyl 4-bromo-2-(3,3-dichloro-1-cyanopropyl)benzoate BrC1=CC(=C(C(=O)OC)C=C1)C(CC(Cl)Cl)C#N